ClC1=C(C(=NC=C1C(=O)OC)OCCOC1OCCCC1)F methyl 4-chloro-5-fluoro-6-(2-((tetrahydro-2H-pyran-2-yl)oxy)ethoxy)nicotinate